OC1=C(C=C(C=C1)NC(C1=CC=C(C=C1)SCCC1=CC=C(C=C1)C(F)(F)F)=O)S(=O)(=O)C N-(4-hydroxy-3-(methylsulfonyl)phenyl)-4-((4-(trifluoromethyl)phenethyl)thio)benzamide